3-azabicyclo[4.1.0]heptan-1-ol C12(CNCCC2C1)O